ClC1=CC=C(C=C1)[C@@]1(N(C(C2=CC(=CC(=C12)F)C(=O)C=1C=NN(C1)C)=O)CC1=NC=C(C=C1)Cl)OCC1(CC1)O (R)-3-(4-chlorophenyl)-2-((5-chloropyridin-2-yl)methyl)-4-fluoro-3-((1-hydroxycyclopropyl)methoxy)-6-(1-methyl-1H-pyrazole-4-carbonyl)isoindolin-1-one